sorbitol-Tris-HCl Cl.Cl.Cl.OC[C@H](O)[C@@H](O)[C@H](O)[C@H](O)CO